[As+3].[Mg+2].[NH4+] ammonium magnesium salt arsenic